FC([C@H](OC1=NN(C2=NN=C(C=C21)C=2C(NC(NC2)=O)=O)C)C2=NC=CC(=C2)OCC2(CC2)C(F)(F)F)F 5-[3-[(1R)-2,2-difluoro-1-[4-[[1-(trifluoromethyl)cyclopropyl]methoxy]-2-pyridyl]ethoxy]-1-methyl-pyrazolo[3,4-c]pyridazin-5-yl]-1H-pyrimidine-2,4-dione